C(C1=CC=CC=C1)ONC(C(CC=C)(CC)C)=O N-benzyloxy-2-methyl-2-ethyl-4-pentenamide